C(=C)(C)C=1SC=C(N1)C(=O)OC methyl 2-isopropenylthiazole-4-carboxylate